(3S)-1-(4-bromo-7-ethylsulfonyl-2,5-dimethyl-pyrazolo[4,3-f]quinazolin-9-yl)-3-methyl-piperidin-3-ol BrC=1C=2C(C=3C(=NC(=NC3C1C)S(=O)(=O)CC)N1C[C@](CCC1)(O)C)=CN(N2)C